O=C1NC(CCC1N1C(C2=CC=CC(=C2C1=O)N(C)CC=1N=NN(C1)CC1=CC=NO1)=O)=O 2-(2,6-Dioxopiperidin-3-yl)-4-(((1-(isoxazol-5-ylmethyl)-1H-1,2,3-triazol-4-yl)methyl)(methyl)amino)isoindoline-1,3-dione